C(C)(=O)N1CCC(CC1)NCC1=C(C(=NC=C1)NC=1C(=C(C=CC1)C1=NC=CC(=C1Cl)C1=NC(=C(C=C1)CNCC1CCC(N1)=O)OC)F)F 5-((((2'-(3-((4-(((1-acetylpiperidin-4-yl)amino)methyl)-3-fluoropyridin-2-yl)amino)-2-fluorophenyl)-3'-chloro-6-methoxy-[2,4'-bipyridin]-5-yl)methyl)amino)methyl)pyrrolidin-2-one